FC1(C(COC1)NC(=O)C1=C(OC2=C1C=C(C=C2)OCC2=C(N=CS2)C)C)F N-(4,4-difluorotetrahydrofuran-3-yl)-2-methyl-5-((4-methylthiazol-5-yl)methoxy)benzofuran-3-carboxamide